Bicyclo[3.1.1]heptan-3-ol C12CC(CC(C1)C2)O